sodium 3-oxidodioxaborirane tetrahydrate O.O.O.O.[O-]B1OO1.[Na+]